COC1=CC(=C(C=C1)NS(=O)(=O)C1=CC=C(C=C1)C)C=C N-(4-methoxy-2-vinylphenyl)-4-methylbenzenesulfonamide